N-[(1R)-1-[2-fluoro-5-(trifluoromethyl)phenyl]ethyl]-5-[2-(2-hydroxyacetamido)imidazo[1,2-b]pyridazin-6-yl]-2-methylpyridine-3-carboxamide FC1=C(C=C(C=C1)C(F)(F)F)[C@@H](C)NC(=O)C=1C(=NC=C(C1)C=1C=CC=2N(N1)C=C(N2)NC(CO)=O)C